methyl 2-amino-5-[2,6-difluoro-3-[(2,2,2-trifluoroacetyl)amino]phenoxy]benzoate NC1=C(C(=O)OC)C=C(C=C1)OC1=C(C(=CC=C1F)NC(C(F)(F)F)=O)F